C(C)(C)C1=C(C=CC=C1)C1N(CCN(C1)C(C)C1=CC=CC=C1)C1CC2(C1)CCN(CC2)C2=CC=C(C(=O)N)C=C2 4-(2-(2-(2-isopropylphenyl)-4-(1-phenylethyl)piperazin-1-yl)-7-azaspiro[3.5]nonan-7-yl)benzamide